1-[1-[2-(2,7-Diazaspiro[3.5]non-7-yl)pyrimidin-5-yl]-4-piperidinyl]-3-(4-phenoxyphenyl)pyrazolo[3,4-d]pyrimidin-4-amine C1NCC12CCN(CC2)C2=NC=C(C=N2)N2CCC(CC2)N2N=C(C=1C2=NC=NC1N)C1=CC=C(C=C1)OC1=CC=CC=C1